C(=C)C1=C(C=C(C(=C1)C=O)C=C)C=O 1,4-divinyl-2,5-benzenedicarboxaldehyde